6-(4-Chlorophenyl)-5-(1-(3,4-dichlorobenzyl)-1H-1,2,3-triazol-4-yl)imidazo[2,1-b]thiazol ClC1=CC=C(C=C1)C=1N=C2SC=CN2C1C=1N=NN(C1)CC1=CC(=C(C=C1)Cl)Cl